bornyl 2,6-dihydroxy-4-methoxybenzoate OC1=C(C(=O)OC2C3(CCC(C2)C3(C)C)C)C(=CC(=C1)OC)O